(R)-2-(5,6-difluoro-1-oxophthalazin-2(1H)-yl)-N-(4-(1-methyl-1H-pyrazol-5-yl)phenyl)propanamide FC1=C2C=NN(C(C2=CC=C1F)=O)[C@@H](C(=O)NC1=CC=C(C=C1)C1=CC=NN1C)C